2-methylallyloxy-4,6-dichloro-1,3,5-triazine CC(COC1=NC(=NC(=N1)Cl)Cl)=C